2-(3-Bromo-7,7-dimethyl-6,8-dihydro-5H-imidazo[1,2-a]pyridin-2-yl)-3-methyl-6-(trifluoromethyl)imidazo[4,5-c]pyridine BrC1=C(N=C2N1CCC(C2)(C)C)C2=NC1=C(C=NC(=C1)C(F)(F)F)N2C